PYRIDYLOXYCARBOXYLIC ACID N1=C(C=CC=C1)OC(=O)O